O=C1N(CCCC1)CCCN1C2=C(SCC1)C=CC(=C2)C(F)(F)F 4-(3-(2-oxopiperidin-1-yl)propyl)-6-(trifluoromethyl)-2H-benzo[b][1,4]thiazine